tert-butyl (2R,4S)-2-(tert-butyl)-4-methyl-4-(piperazine-1-carbonyl)oxazolidine-3-carboxylate C(C)(C)(C)[C@H]1OC[C@](N1C(=O)OC(C)(C)C)(C(=O)N1CCNCC1)C